N-(9-(4-methoxybenzyl)-8-oxo-7-(prop-2-yn-1-yl)-8,9-dihydro-7H-purin-2-yl)acetamide COC1=CC=C(CN2C3=NC(=NC=C3N(C2=O)CC#C)NC(C)=O)C=C1